(S)-tetrahydrofuran O1CCCC1